4-bromo-3-fluoro-5-iodobenzoate BrC1=C(C=C(C(=O)[O-])C=C1I)F